C(C)(=O)OCC1=CC=C(O1)C(=O)O 5-(acetoxymethyl)-2-furoic acid